5-Phenyl-N-[rac-(6S)-4-methyl-5-oxo-7,8-dihydro-6H-pyrazolo[1,5-a][1,3]diazepin-6-yl]-5,6,7,8-tetrahydro-[1,2,4]triazolo[1,5-a]pyridin-2-carboxamid C1(=CC=CC=C1)C1CCCC=2N1N=C(N2)C(=O)N[C@@H]2C(N(C=1N(CC2)N=CC1)C)=O |r|